FC(C(C(F)(F)F)OC(=O)N1CCC(CC1)(C)N(C)CC1=C(C=C(C=C1)C(F)(F)F)N1CC(CC1)C(=O)O)(F)F 1-(2-(((1-(((1,1,1,3,3,3-Hexafluoropropan-2-yl)oxy)carbonyl)-4-methylpiperidine-4-yl)(methyl)amino)methyl)-5-(trifluoromethyl)phenyl)pyrrolidine-3-carboxylic acid